ClC=1C=C(C=CC1)N1N=C(C2=C1C(N(CC2)C2=CC=C1CCN(C(C1=C2)=O)C)=O)CO 7-[1-(3-chlorophenyl)-3-(hydroxymethyl)-7-oxo-4,5-dihydropyrazolo[3,4-C]pyridin-6-yl]-2-methyl-3,4-dihydroisoquinolin-1-one